C(C)(C)(C)OC(=O)N1[C@H]2CN([C@@H](C1)CC2)C=2C=CC=1N=CN=C(C1N2)NC2=C(C(=C(C=C2)OCC2CC2)Cl)F (1R,4R)-tert-butyl-5-(4-((3-chloro-4-(cyclopropylmethoxy)-2-fluorophenyl)amino)pyrido[3,2-d]pyrimidin-6-yl)-2,5-diazabicyclo[2.2.2]octane-2-carboxylate